2-[(4-methyl-4H-1,2,4-triazol-3-yl)sulfanyl]-5-nitro-N-[5-(propan-2-yl)pyrimidin-2-yl]benzamide CN1C(=NN=C1)SC1=C(C(=O)NC2=NC=C(C=N2)C(C)C)C=C(C=C1)[N+](=O)[O-]